2-bromo-1-(6-methoxypyridin-3-yl)propan-1-one BrC(C(=O)C=1C=NC(=CC1)OC)C